[N+](=O)([O-])C1=CC=C(C=C1)S(=O)(=O)OCC1CCC(CC1)C(=O)N1OCC[C@H]1C1=NC(=CN=C1)OC [4-[(3S)-3-(6-methoxypyrazin-2-yl)isoxazolidine-2-carbonyl]cyclohexyl]methyl 4-nitrobenzenesulfonate